C(#N)C(CNC=1C(=CC=C2C=CC(=CC12)C1=CC=C(C(=N1)C(=O)NC1CCN(CC1)C)F)OC)=C 6-{8-[(2-cyano-2-methylideneethyl)amino]-7-methoxynaphthalen-2-yl}-3-fluoro-N-(1-methylpiperidin-4-yl)pyridine-2-carboxamide